C(C1=CC=CC=C1)N1C[C@H](N(C[C@@H]1CN1[C@@H](COCC1)COCC)C(=O)OC(C)(C)C)C tert-butyl (2R,5S)-4-benzyl-5-(((R)-3-(ethoxymethyl)morpholino)methyl)-2-methylpiperazine-1-carboxylate